FC1=NC(=C2N=CN(C2=N1)C1OCCC1)NCC1=CC(=CC=C1)O 2-fluoro-6-[(3-hydroxybenzyl)amino]-9-(tetrahydrofuran-2-yl)-9H-purine